9-(1-((6-chloro-2-(2-(methyl-d3)-2H-tetrazol-5-yl)pyridin-3-yl)amino)ethyl-1-d)-3-iodo-7-methyl-4-(methyl-d3)imidazo[1,5-a]quinazolin-5(4H)-one ClC1=CC=C(C(=N1)C=1N=NN(N1)C([2H])([2H])[2H])NC(C)([2H])C=1C=C(C=C2C(N(C=3N(C12)C=NC3I)C([2H])([2H])[2H])=O)C